CN1C(=NC2=C(C=C(C=C2C1=O)C)[C@@H](C)NC1=C(C=CC=C1)S(=O)(=O)C)C=1C=NC=CC1 (R)-3,6-dimethyl-8-(1-((2-(methylsulfonyl)phenyl)amino)ethyl)-2-(pyridin-3-yl)quinazolin-4(3H)-one